C1(CC(CC(C1)C(=O)NCCCCCCN(CCCCC(=O)OC\C=C(\CCC=C(C)C)/C)CCCCC(=O)OC\C=C(\CCC=C(C)C)/C)C(=O)NCCCCCCN(CCCCC(=O)OC\C=C(\CCC=C(C)C)/C)CCCCC(=O)OC\C=C(\CCC=C(C)C)/C)C(=O)NCCCCCCN(CCCCC(=O)OC\C=C(\CCC=C(C)C)/C)CCCCC(=O)OC\C=C(\CCC=C(C)C)/C Hexakis((E)-3,7-dimethylocta-2,6-dien-1-yl) cis,cis-5,5',5'',5''',5'''',5'''''-((((cyclohexane-1,3,5-tricarbonyl)tris(azanediyl))tris(hexane-6,1-diyl))tris(azanetriyl))hexapentanoate